ClC1([C@H]([C@@H]1C1=CC(=CC(=C1)Cl)Cl)C(=O)NC1=CC(=C(C=C1)Cl)C(=O)NNC(=O)C1(CC1)C#N)Cl Trans-2,2-dichloro-N-(4-chloro-3-(2-(1-cyanocyclopropane-1-carbonyl)hydrazine-1-carbonyl)phenyl)-3-(3,5-dichlorophenyl)cyclopropane-1-carboxamide